C(#N)C1(CCC(CC1)N1C[C@H](CC1)NC(OCC)=O)C1=CC(=CC=C1)F ethyl {(3S)-1-[4-cyano-4-(3-fluorophenyl)cyclohexyl]pyrrolidin-3-yl}carbamate